meta-chlorotyrosine ClC=1C=C(C[C@H](N)C(=O)O)C=CC1O